CC1NCCOC2=C1N=CC=C2 5-methyl-2,3,4,5-tetrahydropyrido[2,3][1,4]oxazepine